5-[1-(2-Aza-bicyclo[2.1.1]hex-2-yl)-8,8-dimethyl-5,6-dihydro-8H-7-oxa-2,4,4b,9-tetraaza-fluoren-3-yl]-3-difluoromethoxy-pyridin-2-ylamine C12N(CC(C1)C2)C2=NC(=NC=1N3CCOC(C3=NC21)(C)C)C=2C=C(C(=NC2)N)OC(F)F